N-(3-methacryloyloxy-2-hydroxypropyl)-3-aminopropyltriethoxysilane C(C(=C)C)(=O)OCC(CNCCC[Si](OCC)(OCC)OCC)O